FC=1C=C2N(CCN(C2=CC1)C(C(C)N1CCN(CC1)C)=O)C1=CC=CC=C1 1-(6-Fluoro-4-phenyl-3,4-dihydroquinoxalin-1(2H)-yl)-2-(4-methylpiperazin-1-yl)propan-1-one